benzyl (7-bromo-5-(3-iodophenyl)-5-methyl-6-oxoheptyl)(methyl)carbamate BrCC(C(CCCCN(C(OCC1=CC=CC=C1)=O)C)(C)C1=CC(=CC=C1)I)=O